(R)-1-(7-(3-(2-chlorophenyl)pyrazolo[1,5-a]pyridine-2-carbonyl)-6-methyl-2,7-diazaspiro[3.5]nonan-2-yl)prop-2-en-1-one ClC1=C(C=CC=C1)C=1C(=NN2C1C=CC=C2)C(=O)N2[C@@H](CC1(CN(C1)C(C=C)=O)CC2)C